(S)-5-(4-bromophenyl)dihydrofuran-2(3H)-one BrC1=CC=C(C=C1)[C@@H]1CCC(O1)=O